ClC=1C=C(C=CC1)CC(C(=O)OCC)N(CCC)C(=O)OCC ethyl 3-(3-chlorophenyl)-2-((ethoxy carbonyl)(propyl)amino)propanoate